(+)-2-[4-chloro-2-oxo-1'-(1H-pyrazolo[3,4-b]pyridine-5-carbonyl)spiro[indole-3,4'-piperidin]-1-yl]-3-(morpholin-4-yl)-N-(2,2,2-trifluoroethyl)propionamide ClC1=C2C(=CC=C1)N(C(C21CCN(CC1)C(=O)C=1C=C2C(=NC1)NN=C2)=O)C(C(=O)NCC(F)(F)F)CN2CCOCC2